Cl.N1CCC(CC1)C1=NC2=CC=CC=C2C=C1N (piperidin-4-yl)quinolin-3-amine hydrochloride